5-(4-((3-methyl-5-fluoro-2,4-dioxo-1,2,3,4-tetrahydroquinazolin-7-yl)methyl)piperazin-1-yl)-6-chloro-N-ethylpyridinecarboxamide CN1C(NC2=CC(=CC(=C2C1=O)F)CN1CCN(CC1)C=1C=CC(=NC1Cl)C(=O)NCC)=O